C(#N)C=1C(=NC(=CC1C(F)(F)F)C)N[C@@H]1C(N(C2=C(N(CC1)CC(=O)NN)C(=CC=C2)F)C)=O (S)-2-(4-((3-cyano-6-methyl-4-(trifluoromethyl)pyridin-2-yl)amino)-10-fluoro-6-methyl-5-oxo-3,4,5,6-tetrahydrobenzo[b][1,4]diazocine-1(2H)-yl)acetylhydrazine